Cl.NC(C(=O)N[C@@H](CCCC1=CC=C(C=C1)OC)B1OC(C(O1)(C)C)(C)C)COC 2-amino-3-methoxy-N-((R)-4-(4-methoxyphenyl)-1-(4,4,5,5-tetramethyl-1,3,2-dioxaborolan-2-yl)butyl)propanamide hydrochloride